N,N-diethylaminoethyl (Z)-7-{(1R,2R,3R,5S)-3,5-dihydroxy-2-[(1E,3R)-3-hydroxy-4-[(α,α,α-trifluoro-m-tolyl)oxy]-1-butenyl]cyclopentyl}-5-heptenoate O[C@H]1[C@@H]([C@H]([C@H](C1)O)C\C=C/CCCC(=O)OCCN(CC)CC)\C=C\[C@H](COC=1C=C(C=CC1)C(F)(F)F)O